1-(3,5-dimethyl-4-(2-((4-oxo-2-(4-(trifluoromethoxy)phenyl)-1,3,8-triazaspiro[4.5]dec-1-en-8-yl)sulfonyl)ethyl)phenyl)-5,5-dimethylimidazolidine-2,4-dione CC=1C=C(C=C(C1CCS(=O)(=O)N1CCC2(C(NC(=N2)C2=CC=C(C=C2)OC(F)(F)F)=O)CC1)C)N1C(NC(C1(C)C)=O)=O